ClC1=CC=C2C=C(NC2=C1)C1CCN(CC1)C(=O)C=1C=CC2=C(NC(CO2)=O)C1 6-[4-(6-Chloro-1H-indol-2-yl)piperidine-1-carbonyl]-4H-1,4-benzoxazin-3-one